4-(4'-((S)-2-amino-3-methoxypropoxy)-[1,1'-biphenyl]-4-yl)-2-(2-((S)-1-hydroxyethyl)-1H-imidazol-1-yl)but-3-en-1-ol N[C@H](COC1=CC=C(C=C1)C1=CC=C(C=C1)C=CC(CO)N1C(=NC=C1)[C@H](C)O)COC